methyl (S)-2-((tert-butoxycarbonyl) amino)-4-iodobutanoate C(C)(C)(C)OC(=O)N[C@H](C(=O)OC)CCI